N=1C=NN2C1C1=CC(=CC=C1C=C2)O [1,2,4]triazolo[5,1-a]isoquinoline-9-ol